C(C1=CC=CC=C1)C1=NC(=NN1)C(=O)N[C@@H]1CCC2=C(N(C1=O)C)C=C(C=C2)CN2CC=1N(CC2)N=CN1 |r| (±)-5-Benzyl-N-(8-((5,6-dihydro-[1,2,4]triazolo[1,5-a]pyrazin-7(8H)-yl)methyl)-1-methyl-2-oxo-2,3,4,5-tetrahydro-1H-benzo[b]azepin-3-yl)-1H-1,2,4-triazole-3-carboxamid